silver-tantalum [Ta].[Ag]